trans-3-hexene-1,1-dicarboxylic acid anhydride C1(C\C=C\CC)C(=O)OC1=O